6-methyl-N-(quinolin-8-yl)-2-vinyl-benzamide CC1=CC=CC(=C1C(=O)NC=1C=CC=C2C=CC=NC12)C=C